bis(i-propylcyclopentadienyl)manganese CC(C)C1=[C-]CC=C1.CC(C)C1=[C-]CC=C1.[Mn+2]